C[C@@H]1N=C(O[C@H]1C1=CC=CC=C1)N1CC(NCC1)C(=O)NCC=1SC=CC1 4-[(4S,5S)-4-methyl-5-phenyl-4,5-dihydro-1,3-oxazol-2-yl]-N-(thiophen-2-ylmethyl)piperazine-2-carboxamide